FC(C1=NN=C(O1)C1=CC(=C(CN2C(N(C3=C2C=CC(=C3)C=3C=NC(=CC3)OC)C3CCN(CC3)C)=O)C=C1)F)F 1-(4-(5-(difluoromethyl)-1,3,4-oxadiazol-2-yl)-2-fluorobenzyl)-5-(6-methoxypyridin-3-yl)-3-(1-methylpiperidin-4-yl)-1,3-dihydro-2H-benzo[d]imidazol-2-one